[N+](=O)([O-])C1=CC=C(S1)C(=O)NC1=C2C(=NC(=N1)C=1C=NC=NC1)N(N=C2)C2=CC=CC=C2 5-Nitro-N-(1-phenyl-6-(pyrimidin-5-yl)-1H-pyrazolo[3,4-d]pyrimidin-4-yl)thiophene-2-carboxamide